FC=1C=C2C(=C(NC2=C(C1)F)C1=CC=C(C=C1)F)N1N=NC(=C1)CNCC(=O)NCCOC 2-[({1-[5,7-difluoro-2-(4-fluorophenyl)-1H-indol-3-yl]-1,2,3-triazol-4-yl}methyl)amino]-N-(2-methoxyethyl)acetamide